CN(C(CC)=O)CC1=CC=C(C=C1)C1=CC=C(C=C1)C(=O)O 4'-((N-methylpropanamido)methyl)-[1,1'-biphenyl]-4-carboxylic acid